(3,3-difluoropyrrolidin-1-yl)acetonitrile FC1(CN(CC1)CC#N)F